FC=1C=CC(=C(C1)C(N1C(C2=CC=CC=C2C1)=O)C=1NC2=CC=CC=C2C1)O 2-((5-fluoro-2-hydroxyphenyl)(1H-indol-2-yl)methyl)-isoindolin-1-one